N-[5-[[2-[2-(2-hydroxyethyl)-6-azaspiro[2.5]octan-6-yl]acetyl]amino]-2-methyl-3-pyridyl]-6-(1-methylpyrazol-4-yl)triazolo[1,5-a]pyridine-3-carboxamide OCCC1CC12CCN(CC2)CC(=O)NC=2C=C(C(=NC2)C)NC(=O)C=2N=NN1C2C=CC(=C1)C=1C=NN(C1)C